6-(2-(2-Methylpyridin-4-yl)imidazo[1,2-a]pyrimidin-3-yl)quinoxaline CC1=NC=CC(=C1)C=1N=C2N(C=CC=N2)C1C=1C=C2N=CC=NC2=CC1